CN1C(C=CC(=C1)[N+](=O)[O-])=O 1-methyl-5-nitropyridin-2(1H)-one